racemic-2,7-dimethyl-3-(((trifluoromethyl)sulfonyl)oxy)-2,4,5,7-tetrahydro-6H-pyrazolo[3,4-c]pyridine-6-carboxylic acid tert-butyl ester C(C)(C)(C)OC(=O)N1[C@@H](C=2C(CC1)=C(N(N2)C)OS(=O)(=O)C(F)(F)F)C |r|